(1R)-2-{[(2-Bromo-6-nitrophenyl)methyl]amino}-1-(4-fluorophenyl)ethan-1-ol BrC1=C(C(=CC=C1)[N+](=O)[O-])CNC[C@H](O)C1=CC=C(C=C1)F